diethyl 2-(5-chloro-2-(4-methoxybenzyl)-3-oxo-2,3-dihydropyridazin-4-yl)malonate ClC1=C(C(N(N=C1)CC1=CC=C(C=C1)OC)=O)C(C(=O)OCC)C(=O)OCC